p-sulfoxycinnamic acid O=C(O)/C=C/C1C=CC(OS(=O)(=O)O)=CC=1